4,4-Difluoro-2-(4-fluorophenyl)-N-{4-[2-fluoro-7-(pyridin-2-yl)-5H-pyrrolo[2,3-b]pyrazin-6-yl]pyridin-2-yl}butanamid FC(CC(C(=O)NC1=NC=CC(=C1)C1=C(C=2C(=NC=C(N2)F)N1)C1=NC=CC=C1)C1=CC=C(C=C1)F)F